C(\C=C\C(=O)O)(=O)O.NC1=C(C(=O)NC23CCC(CC2)(CC3)O)C=C(C=N1)C1=CC=C(C=C1)[C@@]13CN(C[C@H]3C1)C1CCOCC1 2-amino-N-(4-hydroxybicyclo[2.2.2]octan-1-yl)-5-(4-((1R,5S)-3-(tetrahydro-2H-pyran-4-yl)-3-azabicyclo[3.1.0]hexan-1-yl)phenyl)nicotinamide fumarate salt